Cl.N[C@H](C(=O)OC)CC1=CC=C(C=C1)C1=C(C=C(C=C1OC)CO)OC (S)-methyl 2-amino-3-(4'-(hydroxymethyl)-2',6'-dimethoxy-[1,1'-biphenyl]-4-yl)propanoate hydrochloride